9-chlorohexadecyl-3-oxononane-1-sulfonate potassium [K].ClC(CCCCCCCCOS(=O)(=O)CCC(CCCCCC)=O)CCCCCCC